FC1=CC(=C(C=C1F)NC1=NC(=NC=N1)NC=1C(=CC(=C(C1)NC(C=C)=O)N(C[C@@H]1N(CCC1)C)C)OC)C(C)(C)O (R)-N-(5-(4-(4,5-difluoro-2-(2-hydroxypropan-2-yl)phenylamino)-1,3,5-triazin-2-ylamino)-4-methoxy-2-(methyl((1-methylpyrrolidin-2-yl)methyl)amino)phenyl)acrylamide